3-(4-chloro-3-(trifluoromethyl)phenyl)-5-(2-(3-fluoropyrrolidin-1-yl)-2-oxoethyl)-1H-pyrrolo[3,2-c]pyridin-4(5H)-one ClC1=C(C=C(C=C1)C1=CNC2=C1C(N(C=C2)CC(=O)N2CC(CC2)F)=O)C(F)(F)F